OC1=C(C(=C(C(=C1)S(=O)(=O)[O-])O)S(=O)(=O)[O-])O 1,2,4-trihydroxy-3,5-benzenedisulfonate